(E)-2-(2,6-dimethoxy-4-(2-(2-methylbiphenyl-3-yl)ethenyl)benzylamino)-1,3-propanediol COC1=C(CNC(CO)CO)C(=CC(=C1)\C=C\C=1C(=C(C=CC1)C1=CC=CC=C1)C)OC